2-((4-(2-((3S,5R)-4-(2-(tert-butoxy)-2-oxoethyl)-3,5-dimethylpiperazin-1-yl)ethoxy)-5-ethyl-2-methylphenyl)amino)-2-methylpropanoic acid methyl ester COC(C(C)(C)NC1=C(C=C(C(=C1)CC)OCCN1C[C@@H](N([C@@H](C1)C)CC(=O)OC(C)(C)C)C)C)=O